(2S,5R)-methyl 5-(2-chlorophenyl)pyrrolidine-2-carboxylate ClC1=C(C=CC=C1)[C@H]1CC[C@H](N1)C(=O)OC